The molecule is major species at pH 7.3 It is a carboxylic ester, an iminium betaine, an indole alkaloid and a member of quinolizines. C[C@H]1[C@H]2C[N+]3=CCC4=C([C@@H]3C[C@@H]2C(=CO1)C(=O)OC)NC5=CC=CC=C45